C1(CC1)C=1N=CN(C1)C1=C(C=C(C=C1)C1=NC=C(C(=N1)SC)F)F 2-[4-(4-cyclopropylimidazol-1-yl)-3-fluoro-phenyl]-5-fluoro-4-methylsulfanyl-pyrimidine